CSC(C#CC(C)(C)N(C)CCOCC1=CC=C(C=C1)OC)=O 4-[2-[(4-methoxyphenyl)methoxy]ethyl-methyl-amino]-4-methyl-pent-2-ynethioic acid S-methyl ester